(S)-4-(5-(3-((2-((S)-3-carboxybutyl)-4-fluoro-6-methoxybenzo[b]thiophen-5-yl)oxy)propoxy)-4-chloro-6-methoxybenzo[b]thiophen-2-yl)-2-methyl-4-oxobutanoic acid C(=O)(O)[C@H](CCC1=CC2=C(S1)C=C(C(=C2F)OCCCOC2=C(C1=C(SC(=C1)C(C[C@@H](C(=O)O)C)=O)C=C2OC)Cl)OC)C